NCCCN(CCCN)CCCCCCCCCCCC N'-(3-aminopropyl)-N'-n-dodecyl-1,3-diaminopropane